vinylpyrrolidoneselon C(=C)N1C(C(CC1)=[Se])=O